The molecule is a maleate salt obtained by combining proglumetacin with two molar equivalents of maleic acid. Used to control pain and inflammation associated with musculoskeletal and joint disorders. Following oral adminitration, it is metabolied to indometacin and proglumide, a drug with antisecretory effects that helps prevent injury to the stomach lining. It has a role as a non-steroidal anti-inflammatory drug, a non-narcotic analgesic, an antipyretic, an EC 1.14.99.1 (prostaglandin-endoperoxide synthase) inhibitor and a lipoxygenase inhibitor. It contains a proglumetacin. CCCN(C(=O)C(NC(=O)C1=CC=CC=C1)CCC(=O)OCCCN2CCN(CC2)CCOC(=O)CC3=C(N(C4=C3C=C(C=C4)OC)C(=O)C5=CC=C(C=C5)Cl)C)CCC.C(=C\\C(=O)O)\\C(=O)O.C(=C\\C(=O)O)\\C(=O)O